FC1CC(C1)N1N=CC(=C1)I 1-((1r,3r)-3-fluorocyclobutyl)-4-iodo-1H-pyrazole